tert-butyl 4-((7-(6-(1-(4-cyano-3-(trifluoromethyl)phenyl)piperidine-4-carboxamido)pyridin-3-yl)-2,7-diazaspiro[3.5]nonan-2-yl)methyl)piperidine-1-carboxylate C(#N)C1=C(C=C(C=C1)N1CCC(CC1)C(=O)NC1=CC=C(C=N1)N1CCC2(CN(C2)CC2CCN(CC2)C(=O)OC(C)(C)C)CC1)C(F)(F)F